BrC1=NC=C(C(=C1)N)OCC 2-Bromo-5-ethoxypyridin-4-amine